3-[(4-Bromo-3-fluoro-5-methyl-phenyl)methylene]-1-(3-fluoropropyl)azetidine BrC1=C(C=C(C=C1C)C=C1CN(C1)CCCF)F